COC(=O)C=1N=C(SC1)N1CCN(CC1)C(=O)OC(C)(C)C tert-Butyl 4-[4-(methoxycarbonyl)-1,3-thiazol-2-yl]piperazine-1-carboxylate